methyl 2-{4-[(2-{3-[(4-methane-sulfonyl-2-methoxy-phenyl)amino]prop-1-yn-1-yl}-1-(2,2,2-trifluoroethyl)-1H-indol-4-yl)amino] piperidin-1-yl}acetate CS(=O)(=O)C1=CC(=C(C=C1)NCC#CC=1N(C2=CC=CC(=C2C1)NC1CCN(CC1)CC(=O)OC)CC(F)(F)F)OC